o-hydroxybenzenesulfonic acid OC1=C(C=CC=C1)S(=O)(=O)O